1-[4-(4-Cyclobutoxy-6-methyl-pyrimidin-2-yl)-2,6-difluoro-phenyl]Pyrrolidine C1(CCC1)OC1=NC(=NC(=C1)C)C1=CC(=C(C(=C1)F)N1CCCC1)F